FC1=C2C(=NC=3N(C2=CC=C1)C=NN3)N(C3=CC=CC=C3)C.[N].[V].[Mn] manganese vanadium nitrogen 6-fluoro-N-methyl-N-phenyl-[1,2,4]triazolo[4,3-a]quinazolin-5-amine